5-chloro-6-(4,4-difluorocyclohexyl)-2-methylpyrido[3,4-d]pyrimidin-4(3H)-one ClC1=C(N=CC=2N=C(NC(C21)=O)C)C2CCC(CC2)(F)F